(5-isopropylpyridin-2-yl)carboxylic acid C(C)(C)C=1C=CC(=NC1)C(=O)O